The molecule is a primary amino compound that is propan-1-amine which carries a phenyl group at position 1. It is a primary amino compound, a member of benzenes and a phenylalkylamine. It is a conjugate base of a 1-phenylpropan-1-aminium. CCC(C1=CC=CC=C1)N